NC1(CCC1)C1=CC=C(C=N1)C1=CC2=C(N=C3N2[C@H]2C4=C(C(N([C@@H]3C2)C([2H])([2H])[2H])=O)C=CC=C4C#C)C=C1 (7R,14R)-11-(6-(1-aminocyclobutyl)pyridin-3-yl)-1-ethynyl-6-(methyl-d3)-6,7-dihydro-7,14-methanobenzo[f]benzo[4,5]imidazo[1,2-a][1,4]diazocin-5(14H)-one